[2-(2-chloro-5-phenyl-1,3-thiazole-4-carbonyl)-2-azabicyclo[3.1.1]heptan-3-yl]methanol ClC=1SC(=C(N1)C(=O)N1C2CC(CC1CO)C2)C2=CC=CC=C2